2-bromo-4-fluoro-1-(1-fluoroethenyl)benzene BrC1=C(C=CC(=C1)F)C(=C)F